4-(3-bromo-2-fluoro-6-methoxyphenyl)-6-methylnicotinic acid methyl ester COC(C1=CN=C(C=C1C1=C(C(=CC=C1OC)Br)F)C)=O